6-(4-(1-isobutyl-3-(6-(trifluoromethyl)pyridin-3-yl)-1H-pyrrolo[2,3-b]pyridine-6-carbonyl)-3,3-dimethylpiperazin-1-yl)-2,4-dimethylnicotinic acid C(C(C)C)N1C=C(C=2C1=NC(=CC2)C(=O)N2C(CN(CC2)C2=NC(=C(C(=O)O)C(=C2)C)C)(C)C)C=2C=NC(=CC2)C(F)(F)F